4-bromo-6-chloro-pyridin-2-ol BrC1=CC(=NC(=C1)Cl)O